O=C1NC(C(N1)C(=O)N)=O 2,5-dioxoimidazoline-4-carboxamide